FC=1C=C(OCC(=O)N[C@H]2CO[C@@H](CC2)C=2OC(=NN2)C2(CCC2)OC(F)(F)F)C=CC1F 2-(3,4-difluorophenoxy)-N-((3r,6s)-6-(5-(3-cis-(trifluoromethoxy)cyclobutyl)-1,3,4-oxadiazol-2-yl)tetrahydro-2H-pyran-3-yl)acetamide